BrC1=C(C=CC(=C1)Br)N(C1=C(C=C(C=C1)Br)Br)C1=C(C=C(C=C1)Br)Br tris(2,4-dibromophenyl)amine